C(C)(C)(C)C=1C(=C(C=CC1N(C1=CC=CC=C1)C1=CC=CC=C1)O)C(C)(C)C di-tert-butyl-4-(diphenylamino)phenol